2-chloro-6-(2,2-diphenylethyl)pyridine ClC1=NC(=CC=C1)CC(C1=CC=CC=C1)C1=CC=CC=C1